3-(6-(2-Azabicyclo[2.2.2]octan-2-yl)-1-methyl-1H-pyrazolo[4,3-c]pyridin-3-yl)-2,6-difluoro-5-(trifluoromethyl)phenol C12N(CC(CC1)CC2)C2=CC1=C(C=N2)C(=NN1C)C=1C(=C(C(=C(C1)C(F)(F)F)F)O)F